C1(CC1)N1C(C2=C(C=C1C(F)(F)F)N=C(N2C)C2=C(C=C(C=N2)OC(C#N)(C)C)[S@@](=O)(=N)CC)=O (R)-2-[[6-[5-cyclopropyl-3-methyl-4-oxo-6-(trifluoromethyl)imidazo[4,5-c]pyridin-2-yl]-5-(ethylsulfonimidoyl)-3-pyridyl]oxy]-2-methyl-propanenitrile